3-propionylamino-5-(methylcarbamoyl)-2,4,6-triiodobenzoic acid C(CC)(=O)NC=1C(=C(C(=O)O)C(=C(C1I)C(NC)=O)I)I